ClC1=NC=CC2=C1C(=CN2C(=O)OC(C)(C)C)C2=NC(=NC(=C2)OC2CCC(CC2)C(F)(F)F)C tert-butyl 4-chloro-3-(2-methyl-6-{[(1r,4r)-4-(trifluoromethyl)cyclohexyl]oxy}pyrimidin-4-yl)-1H-pyrrolo[3,2-c]pyridine-1-carboxylate